FC=1C(=C(C=O)C=C(C1)C(=O)N1CCC(CC1)C1=NC(=CC=C1)N1CCCC1)O 3-fluoro-2-hydroxy-5-(4-(6-(pyrrolidin-1-yl)pyridin-2-yl)piperidine-1-carbonyl)benzaldehyde